C1(CCC1)C=1NC(=NN1)C1CC2(CN(C2)C(=O)N2CC3(C2)CC(C3)CC3=CC=C(C=C3)S(=O)(=O)C)C1 [6-(5-cyclobutyl-4H-1,2,4-triazol-3-yl)-2-azaspiro[3.3]heptan-2-yl]-[6-[(4-methylsulfonylphenyl)methyl]-2-azaspiro[3.3]heptan-2-yl]methanone